N,N'-[(1-methylethylidene)bis[(p-phenylene)oxy(p-phenylene)]]bismaleimide CC(C)(C1=CC=C(C=C1)OC1=CC=C(C=C1)N1C(C=CC1=O)=O)C1=CC=C(C=C1)OC1=CC=C(C=C1)N1C(C=CC1=O)=O